[K+].S([O-])(O)(=O)=O bisulfate potassium